ClC1=C(C(=C(C=C1OC)OC)Cl)C1CCC=2C(=NNC2C1)C1(CC1)CNC(C=C)=O N-((1-(6-(2,6-dichloro-3,5-dimethoxyphenyl)-4,5,6,7-tetrahydro-1H-indazol-3-yl)cyclopropyl)methyl)acrylamide